6-hydroxy-1,3,5,6-tetramethyl-heptanol Di-tert-butyl-1,3,4,6-tetrahydropyrrolo[3,4-c]pyrrole-2,5-dicarboxylate C(C)(C)(C)C1(N(CC2=C1CN(C2)C(=O)O)C(=O)O)C(C)(C)C.OC(C(CC(CC(O)C)C)C)(C)C